3-(3-chlorophenyl)isoxazole-5-carboxylic acid ClC=1C=C(C=CC1)C1=NOC(=C1)C(=O)O